FC(CN1N=CC=2C1=NC(=CN2)N2CCC1(CC(C1)NC1=NC(=CC=C1)C(F)(F)F)CC2)F 7-[1-(2,2-difluoroethyl)-1H-pyrazolo[3,4-b]pyrazin-6-yl]-N-[6-(trifluoromethyl)pyridin-2-yl]-7-azaspiro[3.5]nonan-2-amine